COCOC=1C(=CC2=CN(N=C2C1)C)C1=NC2=CC=C(C=C2C(=N1)C(NC)=O)N1C[C@H](N([C@H](C1)C)C(=O)OC(C)(C)C)C tert-butyl (2R,6S)-4-{2-[6-(methoxymethoxy)-2-methylindazol-5-yl]-4-(methylcarbamoyl)quinazolin-6-yl}-2,6-dimethylpiperazine-1-carboxylate